O[C@@H]1CC2=CC[C@H]3[C@@H]4CC[C@H]([C@@H](CCCC(C(=O)O)C)C)[C@]4(CC[C@@H]3[C@]2(CC1)C)C 3β-hydroxy-5-cholestenic acid